C(C)OC1=C(C=C2CCN(C(C2=C1)CC(C(F)(F)F)C1=CNC2=CC=C(C=C12)OC)C(=O)N1CCOCC1)OC (7-ethoxy-6-methoxy-1-(3,3,3-trifluoro-2-(5-methoxy-1H-indol-3-yl)propyl)-3,4-dihydroisoquinolin-2(1H)-yl)(morpholinyl)methanone